N1(CCNCC1)C(=O)N1CCCC1 Piperazin-1-yl-(pyrrolidin-1-yl)methanone